3-(6-methylpyridin-3-yl)-2-oxo-2,3-dihydro-1H-benzo[d]imidazole-5-carbonitrile CC1=CC=C(C=N1)N1C(NC2=C1C=C(C=C2)C#N)=O